tert-butyl 9-[4-({3-carbamoyl-6-[(3R)-3-(3-methyl-2-oxoimidazolidin-1-yl)piperidin-1-yl]pyrazin-2-yl}amino)phenyl]-3,9-diazaspiro[5.5]undecane-3-carboxylate C(N)(=O)C=1C(=NC(=CN1)N1C[C@@H](CCC1)N1C(N(CC1)C)=O)NC1=CC=C(C=C1)N1CCC2(CCN(CC2)C(=O)OC(C)(C)C)CC1